COC=1C=C(CC2=NOC3=C2C(C=2C=CC=CC2C3=O)=O)C=CC1OC 3-(3,4-dimethoxybenzyl)-naphtho[2,3-d]isoxazole-4,9-dione